O=C1NC(CCC1N1C(C2=C(C=C(C=C2C1=O)CNCC1=CC=C(C(=O)NC2=CC(=C(C=C2)C)NC2=NC=CC(=N2)C=2C=NC=CC2)C=C1)F)=O)=O 4-((((2-(2,6-dioxopiperidin-3-yl)-7-fluoro-1,3-dioxoisoindolin-5-yl)methyl)amino)methyl)-N-(4-methyl-3-((4-(pyridin-3-yl)pyrimidin-2-yl)amino)phenyl)benzamide